C(C)(C)(C)OOC(C)CCC(C)OOC(C)(C)C 2,5-di(t-butyl-peroxy)-hexane